Strontium (II) chloride [Cl-].[Sr+2].[Cl-]